O1COC2=C1C=CC(=C2)OCCOC2=CC=C1C(=C(C(C1=C2)=O)C=2C=NC=CC2)C2=COC=C2 6-(2-(Benzo[d][1,3]dioxol-5-yloxy)ethoxy)-3-(furan-3-yl)-2-(pyridin-3-yl)-1H-inden-1-one